N=1NC=2C=CN(C=3C2C1N=CC=NC3)C(=O)[O-] 1,2,5,7,10-pentaazacycloocta[cd]indene-5(2H)-carboxylate